FC=1C=C(C=C(C1)F)[C@@H]1CCC2=NN(C(N21)=O)[C@@H]2C[C@H](C2)OC2=CC=C(C=C2)OC (5S)-5-(3,5-difluorophenyl)-2-[trans-3-(4-methoxyphenoxy)cyclobutyl]-2,5,6,7-tetrahydro-3H-pyrrolo[2,1-c][1,2,4]triazol-3-one